C12(CC(C1)C2)N(S(=O)(=O)CC21C(CC(CC2)C1(C)C)=O)C N-(bicyclo[1.1.1]pent-1-yl)-1-(7,7-dimethyl-2-oxobicyclo[2.2.1]hept-1-yl)-N-methylmethanesulfonamide